((1H-imidazol-4-yl)methyl)-4-(4-chlorophenyl)-1H-indazol-3-amine N1C=NC(=C1)CN1N=C(C2=C(C=CC=C12)C1=CC=C(C=C1)Cl)N